C[C@@H]1N(CCN(C1)C)C1=NC=C(C(=N1)N1CC(C1)C(=O)N(C)C(C)(C)C1=CN=C2N1C=CC=C2)F 1-{2-[(2S)-2,4-dimethylpiperazin-1-yl]-5-fluoropyrimidin-4-yl}-N-(2-{imidazo[1,2-a]pyridin-3-yl}propan-2-yl)-N-methylazetidine-3-carboxamide